γ-trimethoxysilylpropyldimethylthiocarbamyltetrasulfide CO[Si](CCCCN(C(=S)SSSSC(N(C)CCCC[Si](OC)(OC)OC)=S)C)(OC)OC